OCCS(=O)(=O)C=1C=C(C(=O)NCC2=NC=C3C=CC(=NC3=C2)C2=CC=CC=C2)C=CC1C 3-((2-hydroxyethyl)sulfonyl)-4-methyl-N-((2-phenyl-1,6-naphthyridin-7-yl)methyl)benzamide